C(C)(C)(C)OC(=O)N[C@@H]1[C@H](CCC[C@H]1OC)C(=O)OC |o1:8,9,13| methyl (1s,2r,3r)-rel-2-((tert-butoxycarbonyl) amino)-3-methoxycyclohexane-1-carboxylate